N1(CCCC1)CCCCN 4-(1-Pyrrolidinyl)-1-butylamine